C[C@H]1N(C[C@@H](N(C1)C=1C2=C(N=CN1)NC=C2C2=CC=NC=C2)C)C(C(C)(C)O)=O 1-((2R,5S)-2,5-Dimethyl-4-(5-(pyridin-4-yl)-7H-pyrrolo[2,3-d]pyrimidin-4-yl)piperazin-1-yl)-2-hydroxy-2-methylpropan-1-one